4,4'-di(N,N-diethylamino)benzophenone C(C)N(CC)C1=CC=C(C(=O)C2=CC=C(C=C2)N(CC)CC)C=C1